C(=C)C(CCC=C(C)C)(C)OC(C(C)C)=O 2-methyl-propionic acid 1-vinyl-1,5-dimethyl-4-hexen-1-yl ester